di-(2,4-di-tert-butylphenyl)-pentaerythritol diphosphite OP(O)OP(O)O.C(C)(C)(C)C1=C(C=CC(=C1)C(C)(C)C)C(O)(C(CO)(CO)CO)C1=C(C=C(C=C1)C(C)(C)C)C(C)(C)C